Cyclohex-4-ene C1CCC=CC1